C12OCC(N(C1)CC=1C=C(N)C=C(C1)OC(F)F)C2 3-(2-oxa-5-azabicyclo[2.2.1]heptan-5-ylmethyl)-5-(difluoromethoxy)aniline